(E)-3-(4-hydroxy-3-methoxyphenyl)prop-2-enal OC1=C(C=C(C=C1)/C=C/C=O)OC